2-(1-((3,3-dimethoxycyclobutyl)methyl)-1H-pyrazol-3-yl)ethan-1-amine COC1(CC(C1)CN1N=C(C=C1)CCN)OC